CCCCCCCCCCCCCCCCCC(=O)OC[C@H](COP(=O)([O-])OCC[N+](C)(C)C)OC(=O)CCCCCCCC/C=C\\C=C/CCCCC The molecule is a phosphatidylcholine 36:2 in which the acyl groups specified at positions 1 and 2 are octadecanoyl and (10Z,12Z)-octadecadienoyl respectively It has a role as a mouse metabolite. It derives from a dihomolinoleic acid and an octadecanoic acid.